[Br-].BrC1=CC=C(C=C1)C(CN1CC(=CC=C1)F)=O 1-[2-(4-bromophenyl)-2-oxo-ethyl]-3-fluoropyridine Bromide